OC(CCCCC1=NNC=N1)CC1=NNC=N1 5-hydroxy-3,3'-hexamethylenebis(1H-1,2,4-triazole)